4-(4-bromo-2,6-difluoro-phenyl)morpholine BrC1=CC(=C(C(=C1)F)N1CCOCC1)F